caffeoyl-agmatine C(\C=C\C1=CC(O)=C(O)C=C1)(=O)NCCCCNC(N)=N